[1,3]dioxolo[4,5-f]chromen-5-carbaldehyde O1COC=2C1=C1C=CCOC1=C(C2)C=O